[2-[(2,6-difluoro-4-pyridyl)-[5-methyl-4-(spiro[3.4]octan-3-ylcarbamoyl)thiazol-2-yl]amino]-1-methyl-2-oxoethyl] ethyl carbonate C(OC(C(=O)N(C=1SC(=C(N1)C(NC1CCC12CCCC2)=O)C)C2=CC(=NC(=C2)F)F)C)(OCC)=O